C(C=C)OCP(COCC=C)(COCC=C)=O tri[(allyloxy)methyl]phosphine oxide